NC=1C=C2C(=NC(=NC2=C(C1C1=CC(=CC2=CC=C(C(=C12)C#C)F)OCOC)F)OCC(F)(F)F)N1C[C@H]2CC[C@@H](C1)N2C(=O)OC(C)(C)C tert-butyl (1R,5S)-3-(6-amino-7-(8-ethynyl-7-fluoro-3-(methoxymethoxy)naphthalene-1-yl)-8-Fluoro-2-(2,2,2-trifluoroethoxy)quinazolin-4-yl)-3,8-diazabicyclo[3.2.1]octane-8-carboxylate